5-chloro-2-(4,4,5,5-tetramethyl-1,3,2-dioxaborolan-2-yl)aniline ClC=1C=CC(=C(N)C1)B1OC(C(O1)(C)C)(C)C